NCCCCCOCCOCCCCCNC(OC(C)(C)C)=O Tert-Butyl (5-(2-((5-aminopentyl)oxy)ethoxy)pentyl)carbamate